diethylene glycol monotert-butyl ether C(C)(C)(C)OCCOCCO